C12CN(CC2C1)C1=NC2=C(C=C(C=C2C(N1C)=O)C)[C@H](C)NC=1C(=NC(=CC1)Cl)C(=O)O 3-(((1S)-1-(2-(3-azabicyclo[3.1.0]hexan-3-yl)-3,6-dimethyl-4-oxo-3,4-dihydroquinazolin-8-yl)ethyl)amino)-6-chloropicolinic acid